ON1C(C2=C(C=C(C=C2C=C1)OC)C)=O hydroxy-6-methoxy-8-methylisoquinolin-1(2H)-one